COC1=CC=C(N[C@H](C(=O)OCC)[C@H]2C(CCC(C2)=C)NNS(=O)(=O)C2=CC=C(C=C2)C)C=C1 ethyl (2S)-2-(4-methoxyanilino)-2-[(1S)-5-methylene-2-[2-(p-tolylsulfonyl)hydrazino]cyclohexyl]acetate